NC1=NC2=CC(=CC=C2C=C1F)CN(C(=O)C=1C(=NC=NC1)C)C1=C(C=CC=C1)S(=O)(=O)C N-[(2-amino-3-fluoroquinolin-7-yl)methyl]-N-(2-methanesulfonylphenyl)-4-methylpyrimidine-5-carboxamide